2,2-dimethyl-N-pentyl-4-(1-piperidinyl)piperidine-1-carboxamide tert-butyl-4-(5-amino-6-cyclopropyl-indazol-2-yl)piperidine-1-carboxylate C(C)(C)(C)OC(=O)N1CCC(CC1)N1N=C2C=C(C(=CC2=C1)N)C1CC1.CC1(N(CCC(C1)N1CCCCC1)C(=O)NCCCCC)C